N-((3S,4S)-3-((6-(2,6-difluoro-3,5-dimethoxyphenyl)-8-methoxypyrido[3,4-d]pyrimidin-2-yl)amino)tetra-hydro-2H-pyran-4-yl)acrylamide FC1=C(C(=C(C=C1OC)OC)F)C1=CC2=C(N=C(N=C2)N[C@@H]2COCC[C@@H]2NC(C=C)=O)C(=N1)OC